3-((3-(2,4-dihydroxy-3,3-dimethylbutanamido)propanoyl)oxy)propane-1,2-diyl dioleate C(CCCCCCC\C=C/CCCCCCCC)(=O)OCC(COC(CCNC(C(C(CO)(C)C)O)=O)=O)OC(CCCCCCC\C=C/CCCCCCCC)=O